OC[C@@H](CS)NC(OC(C)(C)C)=O (S)-tert-butyl (1-hydroxy-3-mercaptopropan-2-yl)carbamate